C(C)(C)(C)OC(=O)N[C@@H]([C@@H](C(=O)NC(C(=O)O)C1=CC(=CC=C1)C(F)(F)F)O)CC1=CC=CC=C1 2-[[(2S,3R)-3-(tert-butoxycarbonylamino)-2-hydroxy-4-phenyl-butanoyl]amino]-2-[3-(trifluoromethyl)phenyl]acetic acid